(1Z)-3,5-dichloro-N-hydroxy-benzimidoyl chloride ClC=1C=C(C(=NO)Cl)C=C(C1)Cl